2-(2-(3-fluorophenoxy)phenyl)acetic acid FC=1C=C(OC2=C(C=CC=C2)CC(=O)O)C=CC1